BrC=1C=NC(=NC1)C=1C(=NC=CN1)C(C)NC(C1=CC(=CC(=C1)C(F)(F)F)C(C)(C)C#N)=O N-[1-[3-(5-bromopyrimidin-2-yl)pyrazin-2-yl]ethyl]-3-(1-cyano-1-methyl-ethyl)-5-(trifluoromethyl)benzamide